ClC1=C(C=C(C=C1)OCCC)B(O)O (2-chloro-5-propoxy-phenyl)boronic acid